C12C=C(CC(CC1)N2)C2=CC=C(C=C2)C2=CC(=CC1=CC(=CC=C21)C2=CC=C(C=C2)C(F)(F)F)C(=O)O 4-(4-(8-Azabicyclo[3.2.1]oct-2-en-3-yl)phenyl)-7-(4-(trifluoromethyl)phenyl)-2-naphthoic acid